(5-Chloro-1-methyl-3-(5-methylisoxazol-3-yl)-1H-pyrazol-4-yl)(3-(phenethylamino)azepan-1-yl)methanone ClC1=C(C(=NN1C)C1=NOC(=C1)C)C(=O)N1CC(CCCC1)NCCC1=CC=CC=C1